calcium magnesium boron zinc iron water O.[Fe].[Zn].[B].[Mg].[Ca]